C(C)OC1=C(C=CC(=C1)C1=NN=CN1C)NC=O N-(2-ethoxy-4-(4-methyl-1,2,4-triazol-3-yl)phenyl)carboxamide